C(N)(OCCN1CCNCC1)=O [2-(piperazin-1-yl)ethyl] carbamate